(4-fluoro-3-(quinoxaline-6-carbonyl)phenyl)-3-(3-fluorophenyl)urea FC1=C(C=C(C=C1)NC(=O)NC1=CC(=CC=C1)F)C(=O)C=1C=C2N=CC=NC2=CC1